mono-isononyl malonate C(CC(=O)[O-])(=O)OCCCCCCC(C)C